CC(C=O)CC(CC=C(C)C)(C=1C=C(C=CC1)C)C 2,4,7-trimethyl-4-(m-tolyl)oct-6-enal